NC1=NN2C(N=CC=C2)=C1C(=O)NC(C)C=1N(C(C2=C(C=CC=C2C1)N1C(C2(C1)CCN(CC2)C)=O)=O)C2=CC=CC=C2 2-amino-N-(1-(8-(7-methyl-1-oxo-2,7-diazaspiro[3.5]non-2-yl)-1-oxo-2-phenyl-1,2-dihydroisoquinolin-3-yl)ethyl)pyrazolo[1,5-a]pyrimidine-3-carboxamide